CC1=C(C=C(C=C1)[N+](=O)[O-])C1CN(C1)C(=O)OC(C)(C)C tert-butyl 3-(2-methyl-5-nitrophenyl)azetidine-1-carboxylate